4-(2-aminoethyl)-2,6-dimethoxy-phenol NCCC1=CC(=C(C(=C1)OC)O)OC